6-bromo-3-chloro-7,8-dihydroisoquinolin-5(6H)-one BrC1C(C=2C=C(N=CC2CC1)Cl)=O